NC1=C2C(=NC=N1)N(N=C2C2=CC=C(C=C2)OC2=CC=CC=C2)C2C(CN(CC2)C2CCN(CC2)CC(=O)O)F Trans-2-(4-(4-amino-3-(4-phenoxyphenyl)-1H-pyrazolo[3,4-d]pyrimidin-1-yl)-3-fluoro-[1,4'-bipiperidine]-1'-yl)acetic acid